(2-ethoxyphenyl)-1,3,4-thiadiazole-2-amine C(C)OC1=C(C=CC=C1)C1=NN=C(S1)N